2-(1-(1-(cis-4-isopropylcyclohexyl)piperidin-4-yl)-3-(pyrrolidin-1-ylmethyl)-1H-pyrrolo[2,3-b]pyridin-2-yl)ethyl sulfamate S(N)(OCCC1=C(C=2C(=NC=CC2)N1C1CCN(CC1)[C@@H]1CC[C@@H](CC1)C(C)C)CN1CCCC1)(=O)=O